2-amino-1-(6-chloro-7-fluoro-2,3-dihydro-4H-benzo[b][1,4]oxazin-4-yl)ethan-1-one trifluoroacetic acid salt FC(C(=O)O)(F)F.NCC(=O)N1C2=C(OCC1)C=C(C(=C2)Cl)F